diallyl-ethyl-(hydroxyethyl)ammonium ethyl-sulfate C(C)OS(=O)(=O)[O-].C(C=C)[N+](CCO)(CC)CC=C